4-(3-(1-(2-(dimethylamino)ethyl)-1H-pyrazol-4-yl)-6-(3,5-dimethylisoxazol-4-yl)-1H-pyrrolo[3,2-b]pyridin-1-yl)-3,5-diethoxybenzoic acid CN(CCN1N=CC(=C1)C1=CN(C=2C1=NC=C(C2)C=2C(=NOC2C)C)C2=C(C=C(C(=O)O)C=C2OCC)OCC)C